BrC1=CC=C2C(=NN(C2=C1)C)CC#N 2-(6-bromo-1-methyl-1H-indazol-3-yl)acetonitrile